N=C(CCNC(=O)C=1N(C=C(C1)NC(=O)C=1N(C=C(C1)[N+](=O)[O-])C)C)N1CCSCC1 N-(3-imino-3-thiomorpholinopropyl)-1-methyl-4-(1-methyl-4-nitro-1H-pyrrole-2-carboxamido)-1H-pyrrole-2-carboxamide